[C@H]1([C@H](C([C@H]([C@@H](C1N)O)O)OP(=O)(O)O)O)O The molecule is a scyllo-inositol phosphate having a monophosphate group at the 4-position as well as the hydroxy group at the 1-position replaced by an amino group. It is a conjugate acid of a 1-ammonio-1-deoxy-scyllo-inositol 4-phosphate(1-).